C1(CC1)C(C=1N=CN(C1)S(=O)(=O)N(C)C)O 4-(cyclopropyl-(hydroxy)methyl)-N,N-dimethyl-1H-imidazole-1-sulfonamide